FC1=C(C(=C(C(=C1B(C1=C(C(=C(C(=C1F)F)F)F)F)C1=C(C(=C(C(=C1F)F)F)F)F)F)F)F)F tris(pentafluoro-phenyl)borane